NC1=NC=C(C(=C1)N1C[C@H](CCC1)NC(OC(C)(C)C)=O)Br tert-Butyl (S)-(1-(2-amino-5-bromopyridin-4-yl)piperidin-3-yl)carbamate